4-[5-[[4-methyl-6-(methylamino)pyrimidin-2-yl]amino]-2,3-dihydrobenzofuran-7-yl]-3,6-dihydro-2H-pyridine-1-carboxylic acid tert-butyl ester C(C)(C)(C)OC(=O)N1CCC(=CC1)C1=CC(=CC=2CCOC21)NC2=NC(=CC(=N2)C)NC